1,6-dipyrrolidinyl-hexane N1(CCCC1)CCCCCCN1CCCC1